C(C)(C)(C)OC(N[C@H]1[C@@H](CCCC1)N)=O ((1R,2R)-2-aminocyclohexyl)carbamic acid tert-butyl ester